2,4-dichloro-5-nitrobenzyl chloride ClC1=C(CCl)C=C(C(=C1)Cl)[N+](=O)[O-]